[Na+].[Na+].[Na+].[Na+].[Cu+2].FC1=CC=C(C=C1)C=1N=CN(C1C=1SC=C(N1)C(=O)NC1=NC=C(C=C1)C1CN(C1)C)C(C)C 2-(4-(4-fluorophenyl)-1-isopropyl-1H-imidazol-5-yl)-N-(5-(1-methylazetidin-3-yl)pyridin-2-yl)thiazole-4-carboxamide copper (II) tetrasodium salt